(S)-1-(4-methoxybenzyl)-3-(4-((4-methyl-2-oxopiperidin-1-yl)methyl)phenyl)urea COC1=CC=C(CNC(=O)NC2=CC=C(C=C2)CN2C(C[C@H](CC2)C)=O)C=C1